C1(=CC=CC=C1)C(C(=O)NC1CC(NC(C1)(C)C)(C)C)C 2-phenyl-N-(2,2,6,6-tetramethylpiperidin-4-yl)propanamide